2-(N-[4-amino-5-(3-hydroxyisoxazole-5-carbonyl)thiazol-2-yl]-4-fluoro-anilino)propanamide NC=1N=C(SC1C(=O)C1=CC(=NO1)O)N(C1=CC=C(C=C1)F)C(C(=O)N)C